NCC=1N=C2N(C=C(C=C2N2S(CCC2)(=O)=O)C2CC2)C1 2-(2-(aminomethyl)-6-cyclopropylimidazo[1,2-a]pyridin-8-yl)isothiazolidine-1,1-dioxide